Di-t-Butoxycarbonyl-N'-(2,4,6-trimethylbenzenesulfonyloxy)guanidine C(C)(C)(C)OC(=O)N(C(=N)NOS(=O)(=O)C1=C(C=C(C=C1C)C)C)C(=O)OC(C)(C)C